2-(6-Chloropyridin-3-yl)-2-methylpropanoic acid methyl ester COC(C(C)(C)C=1C=NC(=CC1)Cl)=O